tert-butyl (Z)-3-fluoro-4-((2-(3-((2-methoxy-4-(methylsulfonyl)phenyl)amino)prop-1-yn-1-yl)-3-(2,2,2-trifluoroethyl)benzo[b]thiophen-7-yl)amino)piperidine-1-carboxylate FC1CN(CCC1NC1=CC=CC2=C1SC(=C2CC(F)(F)F)C#CCNC2=C(C=C(C=C2)S(=O)(=O)C)OC)C(=O)OC(C)(C)C